NC1=C(C(=NN1)C1=CC=C(CNC(OC(C)(C)C)=O)C=C1)C#N tert-butyl (4-(5-amino-4-cyano-1H-pyrazol-3-yl)benzyl)carbamate